N-(3-((5-(6-chloro-5-fluoropyridin-3-yl)-2-((1-methyl-1H-pyrazol-4-yl)amino)pyrimidin-4-yl)oxy)phenyl)acrylamide ClC1=C(C=C(C=N1)C=1C(=NC(=NC1)NC=1C=NN(C1)C)OC=1C=C(C=CC1)NC(C=C)=O)F